4-((5-((1R,5S,6r)-6-(aminomethyl)-6-(4-methylthiazol-2-yl)-3-azabicyclo[3.1.0]hexan-3-yl)-1,4-dihydropyrazin-2-yl)thio)-3-chloropyridin-2-amine NCC1([C@H]2CN(C[C@@H]12)C=1NC=C(NC1)SC1=C(C(=NC=C1)N)Cl)C=1SC=C(N1)C